4-(3-butenyloxy-2-methoxypropoxy)phenylacetic acid C(=CCC)OCC(COC1=CC=C(C=C1)CC(=O)O)OC